4-[[5-(3-ethyl-1,2,4-oxadiazol-5-yl)-4-[[(1S)-2-hydroxy-1-phenyl-ethyl]amino]-pyrimidin-2-yl]amino]-2-methyl-benzamide C(C)C1=NOC(=N1)C=1C(=NC(=NC1)NC1=CC(=C(C(=O)N)C=C1)C)N[C@H](CO)C1=CC=CC=C1